ClC1=C(C(=NN1CC1=C(C=CC=C1)F)C(=O)O)CCNC(C(F)F)C 5-chloro-4-(2-((1,1-difluoropropan-2-yl)amino)ethyl)-1-(2-fluorobenzyl)-1H-pyrazole-3-carboxylic acid